ClC=1C=CC=2N(C1C(F)F)N=CC2S(=O)(=O)Cl 6-chloro-7-(difluoromethyl)pyrazolo[1,5-a]pyridine-3-sulfonyl chloride